N-((R)-pyrrolidin-3-yl)propanamide N1C[C@@H](CC1)NC(CC)=O